2-octyl-1-benzofurane C(CCCCCCC)C=1OC2=C(C1)C=CC=C2